1,2-Dibutylpiperidinium fluoride [F-].C(CCC)[NH+]1C(CCCC1)CCCC